4,5-dicyano-1-methyl-1H-imidazole C(#N)C=1N=CN(C1C#N)C